[N-](S(=O)(=O)C(F)(F)F)S(=O)(=O)C(F)(F)F.C(CCC)N1CN(C=C1)C 1-butyl-3-methylimidazol bis(trifluoromethanesulfonyl)imide salt